NC=1C=C(C=C2C=C(N=CC12)NC(=O)[C@H]1[C@@H](C1)F)C=1C(=NNC1)C(C)C |r| (+-)-trans-N-[8-amino-6-(3-isopropyl-1H-pyrazol-4-yl)-3-isoquinolinyl]-2-fluoro-cyclopropanecarboxamide